((6-(2-methoxypyridin-4-yl)-2-methyl-3-(trifluoromethyl)phenyl)carbamoyl)-2-methyl-2,3-dihydropyrazolo[5,1-b]oxazole COC1=NC=CC(=C1)C1=CC=C(C(=C1NC(=O)C1(CN2C(O1)=CC=N2)C)C)C(F)(F)F